NC1=C(C[C@H](N(C1)C(C1=CC(=C(C=C1)Br)C(F)(F)F)=O)C)C(=O)OCC ethyl (2R)-5-amino-1-[4-bromo-3-(trifluoromethyl)benzoyl]-2-methyl-3,6-dihydro-2H-pyridine-4-carboxylate